2'-Chloro-N-(5-isonicotinoyl-5,6-dihydro-4H-pyrrolo[3,4-d]thiazol-2-yl)-5'-methoxy-6-methyl-[4,4'-bipyridine]-3-carboxamide ClC1=NC=C(C(=C1)C1=C(C=NC(=C1)C)C(=O)NC=1SC2=C(N1)CN(C2)C(C2=CC=NC=C2)=O)OC